NC=1C=C(COCC2=C(C=CC(=N2)NC(OC(C)(C)C)=O)F)C=C(C1OC)C1=NN(C=C1)C1CC1 Tert-butyl (6-(((3-amino-5-(1-cyclopropyl-1H-pyrazol-3-yl)-4-methoxybenzyl)oxy)methyl)-5-fluoropyridin-2-yl)carbamate